tert-Butyl 3-(5-(2-chloro-3-(trifluoromethyl)benzoyl)-4-methyl-4,5,6,7-tetrahydro-1H-[1,2,3]triazolo[4,5-c]pyridin-1-yl)-1H-pyrazole-1-carboxylate ClC1=C(C(=O)N2C(C3=C(CC2)N(N=N3)C3=NN(C=C3)C(=O)OC(C)(C)C)C)C=CC=C1C(F)(F)F